N[C@@H](C(F)(F)F)C=1C=C(CNC(=O)N2CCC3(N(C4=CC=C(C=C4C(C3)O)F)C)CC2)C=CC1F N-(3-((R)-1-amino-2,2,2-trifluoroethyl)-4-fluorobenzyl)-6'-fluoro-4'-hydroxy-1'-methyl-3',4'-dihydro-1'H-spiro[piperidine-4,2'-quinoline]-1-carboxamide